ClC=1C=CC(=C(C1)O)C1=C2C(=C(N=N1)N[C@H]1CN(CCC1)C)COCC2 (R)-5-chloro-2-(4-((1-methylpiperidin-3-yl)amino)-7,8-dihydro-5H-pyrano[3,4-d]pyridazin-1-yl)phenol